C(CCCCCCCCCCC)(=O)O.[Na] sodium lauroyl alcohol